1-({(5s,7s)-3-[3-(1,1-dimethylethyl)-5-isoxazolyl]-7-methyl-2-oxo-1-oxa-3-azaspiro[4.5]decan-7-yl}methyl)-1H-benzimidazole-6-carbonitrile CC(C)(C)C1=NOC(=C1)N1C(O[C@]2(C1)C[C@@](CCC2)(C)CN2C=NC1=C2C=C(C=C1)C#N)=O